COCCOC(CC(=O)CC)=O methyl-acetoacetic acid methoxyethyl ester